CSC1=CN=CN1COCC[Si](C)(C)C 5-(methylthio)-1-((2-(trimethylsilyl)eth-oxy)methyl)-1H-imidazole